N'-(3-methyl-2-hydroxybenzylidene)-2-(3-fluorophenoxy)butanoyl-hydrazine CC=1C(=C(C=NNC(C(CC)OC2=CC(=CC=C2)F)=O)C=CC1)O